7-Chloro-4-morpholino-1-phenylquinazolin-2(1H)-one ClC1=CC=C2C(=NC(N(C2=C1)C1=CC=CC=C1)=O)N1CCOCC1